(E)-N-(5-((5-bromo-4-(1H-indol-3-yl)pyrimidin-2-yl)amino)-2-fluoro-4-methoxyphenyl)-4-(dimethylamino)but-2-enamide BrC=1C(=NC(=NC1)NC=1C(=CC(=C(C1)NC(\C=C\CN(C)C)=O)F)OC)C1=CNC2=CC=CC=C12